4-(3-(3-(6-(2-aminobenzo[d]oxazol-5-yl)imidazo[1,2-a]pyridine-3-carbonyl)-3,9-diazabicyclo[4.2.1]nonane-9-carbonyl)-4-fluorobenzyl)phthalazin-1(2H)-one NC=1OC2=C(N1)C=C(C=C2)C=2C=CC=1N(C2)C(=CN1)C(=O)N1CC2CCC(CC1)N2C(=O)C=2C=C(CC1=NNC(C3=CC=CC=C13)=O)C=CC2F